4-[5-(5-fluoro-2-methoxypyridin-4-yl)-1-{[2-(trimethylsilyl)ethoxy]methyl}pyrazole-3-carbonyl]-N-{6-fluoropyrazolo[1,5-a]pyridin-7-yl}-4-azaspiro[2.5]octane-7-carboxamide FC=1C(=CC(=NC1)OC)C1=CC(=NN1COCC[Si](C)(C)C)C(=O)N1C2(CC2)CC(CC1)C(=O)NC1=C(C=CC=2N1N=CC2)F